(S)-methyl 2-(4-(6-((4-chloro-2-fluorobenzyl) oxy) pyridin-2-yl)-3-fluorobenzyl)-1-((tetrahydrofuran-2-yl) methyl)-1H-benzo[d]imidazole-6-carboxylate ClC1=CC(=C(COC2=CC=CC(=N2)C2=C(C=C(CC3=NC4=C(N3C[C@H]3OCCC3)C=C(C=C4)C(=O)OC)C=C2)F)C=C1)F